(S)-3-(2,6-difluoro-4-(2-hydroxyethyl)phenyl)piperidine-2,6-dione FC1=C(C(=CC(=C1)CCO)F)[C@H]1C(NC(CC1)=O)=O